Ethyl 2-(6-hydroxy-1-oxo-3,4-dihydroisoquinolin-2-yl)acetate OC=1C=C2CCN(C(C2=CC1)=O)CC(=O)OCC